C(C1=CC=CC=C1)OC(NC1=CC(=CC(=C1)C=O)F)=O (3-FLUORO-5-FORMYL-PHENYL)-CARBAMIC ACID BENZYL ESTER